3-bromo-4-(2-methoxyethyl)-1,2,4-triazole BrC1=NN=CN1CCOC